OCC#CC1=NC=C(C(=O)[O-])C=C1 6-(3-hydroxyprop-1-yn-1-yl)nicotinate